P(=O)(OC[N+]1=C(C(=CC=C1)C1=CC(=NO1)CC1=CC=C(C=C1)OCC1=CC=CC=C1)N)(O)[O-] (2-amino-3-(3-(4-(benzyloxy)benzyl)isoxazol-5-yl)pyridin-1-ium-1-yl)methyl hydrogen phosphate